4-(trifluoromethyl)pyrrolidine-1,2-dicarboxylate FC(C1CC(N(C1)C(=O)[O-])C(=O)[O-])(F)F